[2-(3,5-dimethyl-4-pentylphenyl)ethynyl]trimethylsilane tert-butyl-(3R,4S)-rel-4-(2-(prop-2-en-1-yloxy)-4,5-dichlorobenzoyl)-3-methylpiperidine-1-carboxylate C(C)(C)(C)OC(=O)N1C[C@@H]([C@H](CC1)C(C1=C(C=C(C(=C1)Cl)Cl)OCC=C)=O)C.CC=1C=C(C=C(C1CCCCC)C)C#C[Si](C)(C)C |o1:9,10|